8-(1-bromoethyl)-3,6-dimethyl-2-tetrahydropyran-4-yl-quinazolin-4-one BrC(C)C=1C=C(C=C2C(N(C(=NC12)C1CCOCC1)C)=O)C